[4-(4,7-diazaspiro[2.5]octane-7-carbonyl)piperidin-1-yl]-[4-[[3-(3-fluoro-4-methoxyphenyl)imidazo[1,2-a]pyrazin-8-yl]amino]-2-methylphenyl]methanone C1CC12NCCN(C2)C(=O)C2CCN(CC2)C(=O)C2=C(C=C(C=C2)NC=2C=1N(C=CN2)C(=CN1)C1=CC(=C(C=C1)OC)F)C